N-[2-(4-amino-3,3-difluoropiperidin-1-yl)pyrimidin-4-yl]-5-isopropyl-8-[(2R,3S)-3-(methylsulfonylmethyl)-2-methylazetidin-1-yl]isoquinolin-3-amine NC1C(CN(CC1)C1=NC=CC(=N1)NC=1N=CC2=C(C=CC(=C2C1)C(C)C)N1[C@@H]([C@H](C1)CS(=O)(=O)C)C)(F)F